2-(2,6-dioxopiperidin-3-yl)-5-((3-(5-((1r,3r)-3-((5-(5-methyl-5H-pyrido[4,3-b]indol-7-yl)pyridin-2-yl)oxy)cyclobutoxy)pyridin-2-yl)prop-2-yn-1-yl)oxy)isoindoline-1,3-dione O=C1NC(CCC1N1C(C2=CC=C(C=C2C1=O)OCC#CC1=NC=C(C=C1)OC1CC(C1)OC1=NC=C(C=C1)C=1C=CC=2C3=C(N(C2C1)C)C=CN=C3)=O)=O